Bis(m-tolyl)methylene(cyclopentadienyl)(octamethyloctahydrodibenzofluorenyl)zirconium dichloride [Cl-].[Cl-].C1(=CC(=CC=C1)C(=[Zr+2](C1(C(C(C(C2(C3C(=C4C=5C=CC=CC5CC4=C21)C=CCC3)C)(C)C)(C)C)(C)C)C)C3C=CC=C3)C=3C=C(C=CC3)C)C